3-[[3-(2,3-dihydroxypropylthiomethyl)phenyl]methylthio]propane-1,2-diol OC(CSCC=1C=C(C=CC1)CSCC(CO)O)CO